N-(4-{2-(3-aminopropyl)-4-[3-(2,5-difluorobenzene-sulfonylamino)-2-fluorophenyl]-thiazol-5-yl}-pyrimidin-2-yl)-acetamide NCCCC=1SC(=C(N1)C1=C(C(=CC=C1)NS(=O)(=O)C1=C(C=CC(=C1)F)F)F)C1=NC(=NC=C1)NC(C)=O